N-(5-(4-(3-(2,6-dioxopiperidin-3-yl)benzyl)piperazin-1-yl)-1-((1s,4s)-4-(hydroxymethyl)cyclohexyl)-1H-benzo[d]imidazol-2-yl)-3-(trifluoromethyl)benzamide O=C1NC(CCC1C=1C=C(CN2CCN(CC2)C2=CC3=C(N(C(=N3)NC(C3=CC(=CC=C3)C(F)(F)F)=O)C3CCC(CC3)CO)C=C2)C=CC1)=O